hexylpentaerythritol C(CCCCC)C(O)C(CO)(CO)CO